OC1CCCN2C(C=3N(C1C2)C=C(C(C3O)=O)C(=O)NCC3=C(C=C(C=C3F)F)F)=O 6,12-dihydroxy-1,11-dioxo-N-(2,4,6-trifluorobenzyl)-1,4,5,6,7,11-hexahydro-3H-2,7-methanopyrido[1,2-a][1,4]diazonine-10-carboxamide